O.[K].[K] dipotassium water